C(C1=CC=CC=C1)OC(CC(=O)Cl)C 3-(benzyloxy)butyryl chloride